NC1=NC=C(C=C1C(=O)N[C@H]1COC[C@@H]1OCC1=CC=C(C=C1)C=1C=C2C=CN(C2=CC1)C1CCN(CC1)CCO)C(F)(F)F amino-N-{(3S,4R)-4-[(4-{1-[1-(2-hydroxyethyl)piperidin-4-yl]-1H-indol-5-yl}phenyl)methoxy]oxolan-3-yl}-5-(trifluoromethyl)pyridine-3-carboxamide